C1(CC1)C=1C(=CC=2N(N1)C(=CN2)C2=CN=CC(=N2)N[C@H]2CN(CC[C@@H]2F)C(=O)OC(C)(C)C)OCC(F)F (3S,4S)-tert-butyl 3-((6-(6-cyclopropyl-7-(2,2-difluoroethoxy)imidazo[1,2-b]pyridazin-3-yl)pyrazin-2-yl)amino)-4-fluoropiperidine-1-carboxylate